N-(tertiary butyl)-3-methyl-1,2,4-oxadiazole-5-amine C(C)(C)(C)NC1=NC(=NO1)C